CC1(OC(=CC1C(=O)O)C)C(=O)O.COC1=CC=C(C=C1)N(C1=CC=C(C=C1)OC)C1=CC=2C3(C4=CC(=CC=C4C2C=C1)N(C1=CC=C(C=C1)OC)C1=CC=C(C=C1)OC)C1=CC(=CC=C1C=1C=CC(=CC13)N(C1=CC=C(C=C1)OC)C1=CC=C(C=C1)OC)N(C1=CC=C(C=C1)OC)C1=CC=C(C=C1)OC 2,2',7,7'-Tetrakis[N,N-di(4-methoxyphenyl)amino]-9,9'-spirobifluorene 2,5-Dimethylfurandicarboxylate